8-(4-chloro-2-fluorophenyl)-2,3-dimethyl-6-[(2S)-2-(2-methylpyrimidin-5-yl)morpholin-4-yl]-3h,4h-pyrimido[5,4-d][1,3]diazin-4-one ClC1=CC(=C(C=C1)C1=NC(=NC2=C1N=C(N(C2=O)C)C)N2C[C@@H](OCC2)C=2C=NC(=NC2)C)F